9-Chloro-2,4-dimethyl-2-(1,4-dioxaspiro[4.5]dec-8-yl)-3,6,7,8-tetrahydrofurano[2,3-g]isoquinolin-5(2H)-one ClC=1C=2CCNC(C2C(=C2C1OC(C2)(C2CCC1(OCCO1)CC2)C)C)=O